N[C@H]1C[C@@H](CCC1)CNC1=NN(C(=C1Cl)C1=CC(=C(C#N)C=C1)F)C1=CC2=CN(N=C2C=C1)C 4-(3-((((1R,3R)-3-aminocyclohexyl)methyl)amino)-4-chloro-1-(2-methyl-2H-indazol-5-yl)-1H-pyrazol-5-yl)-2-fluorobenzonitrile